N1(N=CC=C1)C1=CC=C(ON2N=NC(=C2)C(=O)O)C=C1 (4-(1H-pyrazol-1-yl)phenoxy)-1H-1,2,3-triazole-4-carboxylic acid